pentaerythritol tri-(3-aziridinyl)propionate N1CC1C(CC(=O)OCC(CO)(CO)CO)(C1CN1)C1CN1